C1(CC1)[C@H](C)NS(=O)(=O)C1=CC=C(C=C1)NC([C@H](CC1=CC=CC=C1)NC(C1=CC=C(C=C1)F)=O)=O N-((S)-1-(4-(N-((S)-1-cyclopropylethyl)sulfamoyl)phenylamino)-1-oxo-3-phenylpropan-2-yl)4-fluorobenzamide